tert-Butyl 3-(4-methyl-3-((1-(7-(((trifluoromethyl)sulfonyl)oxy)quinolin-5-yl)cyclopropyl)carbamoyl)phenyl)-3,8-diazabicyclo[3.2.1]octane-8-carboxylate CC1=C(C=C(C=C1)N1CC2CCC(C1)N2C(=O)OC(C)(C)C)C(NC2(CC2)C2=C1C=CC=NC1=CC(=C2)OS(=O)(=O)C(F)(F)F)=O